N[C@@H]1C[C@H](CCC1)CNC1=NN(C(=C1)C1=CC(=C(C#N)C=C1)F)C1=CC=C(C=C1)C 4-(3-((((1S,3S)-3-aminocyclohexyl)methyl)amino)-1-(p-tolyl)-1H-pyrazol-5-yl)-2-fluorobenzonitrile